CN(C)CC1=C(C(=C2N(C(CN(S2(=O)=O)C)C(=O)[O-])C1=O)C1=CC(=CC=C1)C(F)(F)F)CC1=CC=CC2=CC=CC=C12 7-((dimethylamino)methyl)-2-methyl-8-(naphthalen-1-ylmethyl)-6-oxo-9-(3-(trifluoromethyl)phenyl)-3,4-dihydro-2H,6H-pyrido[1,2-e][1,2,5]thiadiazine-4-carboxylate 1,1-dioxide